(R)-benzyl 3-((tert-butoxycarbonyl) amino)-1-oxa-8-azaspiro[4.5]decane-8-carboxylate C(C)(C)(C)OC(=O)N[C@H]1COC2(C1)CCN(CC2)C(=O)OCC2=CC=CC=C2